C(C1=CC=CC=C1)N1C(C2=CC=C(C=C2C=C1)C1=CC=C(C#N)C=C1)=O 4-(2-benzyl-1-oxo-1,2-dihydroisoquinolin-6-yl)benzonitrile